NC=1N=C(C=C2C=C(N=CC12)NC(CCC#N)=O)C=1C=NC=CC1CC N-[8-amino-6-(4-ethyl-3-pyridyl)-2,7-naphthyridin-3-yl]-3-cyano-propionamide